(2r,3r,4r,5r)-2-(6-amino-2-chloro-9H-purin-9-yl)-3,4-dihydroxy-5-(hydroxy-methyl)tetrahydro-furan-3-carbonitrile NC1=C2N=CN(C2=NC(=N1)Cl)[C@@H]1O[C@@H]([C@H]([C@@]1(C#N)O)O)CO